C(C)(C)(C)N(C(=O)OC(C)(C)C)C(=NC(=O)OCC(CO[Si](C1=CC=CC=C1)(C1=CC=CC=C1)C(C)(C)C)NC)NCCN 3-((tert-butyldiphenylsilyl)oxy)-2-(methylamino)propan-1-ol tert-butyl-(2-aminoethylamino)(tert-butoxycarbonylamino)methylenecarbamate